CC1=CC=C(/C=C/C2=C(C(=NN2C2=CC=CC=C2)C2=CC=CC=C2)C(=O)OCC)C=C1 (E)-ethyl 5-(4-methylstyryl)-1,3-diphenyl-1H-pyrazole-4-carboxylate